N1(CCOCC1)C1=CC=C2C(=NC=NC2=C1)C=1C=C(C=CC1)C(O)C=1SC=CN1 [3-(7-Morpholin-4-ylquinazolin-4-yl)-phenyl]thiazol-2-yl-methanol